(2S,4r)-1-[(2S)-2-(4-cyclopropyl-triazol-1-yl)-3,3-dimethyl-butyryl]-4-hydroxy-N-(isochroman-4-ylmethyl)pyrrolidine-2-carboxamide C1(CC1)C=1N=NN(C1)[C@H](C(=O)N1[C@@H](C[C@H](C1)O)C(=O)NCC1COCC2=CC=CC=C12)C(C)(C)C